((6-methoxyquinolin-4-yl)oxy)acetic acid COC=1C=C2C(=CC=NC2=CC1)OCC(=O)O